6-(4-chloro-2-(4-(4-methylpiperazin-1-yl)phenyl)-1H-pyrrolo[2,3-b]pyridin-3-yl)-3,4-dihydro-2H-benzo[b][1,4]oxazine ClC1=C2C(=NC=C1)NC(=C2C2=CC1=C(OCCN1)C=C2)C2=CC=C(C=C2)N2CCN(CC2)C